3-(10-(benzyloxy)-2-methyl-4-oxo-5,6-dihydro-2H-2,6-methanobenzo[g][1,3,5]oxadiazocin-3(4H)-yl)-N-(2-(4-methylphenoxy)ethyl)benzamide C(C1=CC=CC=C1)OC1=CC=CC=2C3NC(N(C(OC21)(C3)C)C=3C=C(C(=O)NCCOC2=CC=C(C=C2)C)C=CC3)=O